6-(1,2,3,4-tetrahydroisoquinolin-6-ylamino)pyrazolo[3,4-D]Pyrimidin-3-one C1NCCC2=CC(=CC=C12)NC1=NC=C2C(=N1)N=NC2=O